C(N)(=O)C1=CC2=C(NC(=N2)C2=NNC(=C2)NC(C2=CC=C(C=C2)NC2CCN(CC2)C)=O)C=C1 N-(3-(5-carbamoyl-1H-benzo[d]imidazol-2-yl)-1H-pyrazol-5-yl)-4-((1-methylpiperidin-4-yl)amino)benzamide